BrC1=CC2=C(SC(=C2)CNC(=O)NN)C=C1 N-((5-bromobenzo[b]thiophen-2-yl)methyl)hydrazinecarboxamide